ClC1=CC=C2C(=NN(C2=C1)C1=CC(=CC=C1)S(=O)(=O)C)C(C)N1N=C(C=2C1=NC=NC2N)C (1-(6-chloro-1-(3-(methylsulfonyl)phenyl)-1H-indazol-3-yl)ethyl)-3-methyl-1H-pyrazolo[3,4-d]pyrimidin-4-amine